FC1=C(C=CC=C1F)C(C)OC1=C(NC(=C1)C(=O)NCC)C(=O)NC 3-(1-(2,3-difluorophenyl)ethoxy)-N5-ethyl-N2-methyl-1H-pyrrole-2,5-dicarboxamide